(R)-4-((2-Hydroxyethyl)sulfonamido)-N-(6-(2-methylmorpholino)pyridin-2-yl)-2-(6-azaspiro[2.5]octan-6-yl)benzamide OCCS(=O)(=O)NC1=CC(=C(C(=O)NC2=NC(=CC=C2)N2C[C@H](OCC2)C)C=C1)N1CCC2(CC2)CC1